4-(benzyloxycarbonylamino)-2-azabicyclo[2.1.1]Hexane-2-carboxylic acid tert-butyl ester C(C)(C)(C)OC(=O)N1C2CC(C1)(C2)NC(=O)OCC2=CC=CC=C2